COC(=O)C1=C(C=C(C=2N=CN(C21)C)Br)N2CCC1(CC1)CC2 5-{6-azaspiro[2.5]oct-6-yl}-7-bromo-3-methyl-1,3-benzodiazole-4-carboxylic acid methyl ester